(2s,5r)-5-(2-chlorophenyl)-1-(2'-(cyclopropylmethoxy)-[1,1'-biphenyl]-4-carbonyl)pyrrolidine-2-carboxylic acid ClC1=C(C=CC=C1)[C@H]1CC[C@H](N1C(=O)C1=CC=C(C=C1)C1=C(C=CC=C1)OCC1CC1)C(=O)O